C(C)(C)(C)OC(=O)N(C1CCC2=C(C=C(S2)C(=O)OCC)C1)C ethyl 5-[tert-butoxycarbonyl(methyl)amino]-4,5,6,7-tetrahydrobenzothiophene-2-carboxylate